1-(methoxymethyl)cyclopropylmaleimide COCC1(CC1)C=1C(=O)NC(C1)=O